O[C@H]1CCOC1 (2S,4S)-4-hydroxytetrahydrofuran